C(C)(=O)[O-].C(CCCCCCCCCCC)[NH+]1C(CCC1)CC 1-Dodecyl-2-ethylpyrrolidinium acetat